1-(2-(4-cyclopropyl-1H-1,2,3-triazol-1-yl)-3,3-dimethylbutyryl)-4-hydroxy-N-isopropyl-pyrrolidine-2-carboxamide C1(CC1)C=1N=NN(C1)C(C(=O)N1C(CC(C1)O)C(=O)NC(C)C)C(C)(C)C